((1S,4S,5S)-4-(4-((R)-3-(4-fluorophenyl)-2-methyloctan-2-yl)-2,6-dihydroxyphenyl)-6,6-dimethylbicyclo[3.1.1]hept-2-en-2-yl)methyl pivalate C(C(C)(C)C)(=O)OCC=1[C@@H]2C([C@H]([C@H](C1)C1=C(C=C(C=C1O)C(C)([C@H](CCCCC)C1=CC=C(C=C1)F)C)O)C2)(C)C